Cl.CN(CCS)C 2-(dimethylamino)ethane-1-thiol hydrochloride